NC1=C(N=C2N1C=CC=C2C2=C(C=CC=C2OC)F)C(=O)NCCCC 3-Amino-8-(2-fluoro-6-methoxyphenyl)-N-butylimidazo[1,2-a]pyridine-2-carboxamide